2-ethoxy-N-(4-(2-methoxyethoxy)-2-(thiazol-5-yl)quinolin-6-yl)propionamide C(C)OC(C(=O)NC=1C=C2C(=CC(=NC2=CC1)C1=CN=CS1)OCCOC)C